CC(C(N)N)(CC(CC)C)C 2,2,4-trimethyl-hexanediamine